FC(C1=NN(C=N1)C1CC2(CN(C2)C(=O)N2CC3(C2)CN(C3)CC=3C=NNC3C(F)(F)F)C1)F [6-[3-(difluoromethyl)-1,2,4-triazol-1-yl]-2-azaspiro[3.3]heptan-2-yl]-[6-[[5-(trifluoromethyl)-1H-pyrazol-4-yl]methyl]-2,6-diazaspiro[3.3]heptan-2-yl]methanone